Tetradecane-1-sulfonyl chloride C(CCCCCCCCCCCCC)S(=O)(=O)Cl